ClC1=C(C(=O)NC2=CC=CC=C2)C=C(C(=C1)F)N1C(N(C(N(C1=O)C)=S)C)=O 2-chloro-5-(3,5-dimethyl-2,6-dioxo-4-thioxo-1,3,5-triazin-1-yl)-4-fluoro-N-phenylbenzamide